FC1=C(C(=O)NC)C=C(C(=C1)NCC#CC=1N(C2=CC=CC(=C2C1)N[C@@H]1[C@@H](CN(CC1)C)F)CC(F)(F)F)OC 2-fluoro-4-((3-(4-(((3R,4S)-3-fluoro-1-methylpiperidin-4-yl)amino)-1-(2,2,2-trifluoroethyl)-1H-indol-2-yl)prop-2-yn-1-yl)amino)-5-methoxy-N-methylbenzamide